N-(3-Fluorobenzyl)-1-(1-(isoquinolin-5-yl)ethyl)piperidine-4-carboxamide FC=1C=C(CNC(=O)C2CCN(CC2)C(C)C2=C3C=CN=CC3=CC=C2)C=CC1